ClC=1N=C(C(=NC1Cl)C(=O)OC)C methyl 5,6-dichloro-3-methylpyrazine-2-carboxylate